1,4-bis(trimethylsilyl)-1,2,3,4-tetrahydronaphthalene C[Si](C1CCC(C2=CC=CC=C12)[Si](C)(C)C)(C)C